4-(4-hydroxy-2-methoxy-5-methylpyridine-3-carbonyl)piperazin OC1=C(C(=NC=C1C)OC)C(=O)N1CCNCC1